(+)-1-{7-[2-{[1-(2-ethoxyethyl)piperidin-4-yl]oxy}-7-(5-methyl-1H-indazol-4-yl)-8-(2,2,2-trifluoroethoxy)-6-vinylquinazolin-4-yl]-2,7-diazaspiro[3.5]non-2-yl}prop-2-en-1-one C(C)OCCN1CCC(CC1)OC1=NC2=C(C(=C(C=C2C(=N1)N1CCC2(CN(C2)C(C=C)=O)CC1)C=C)C1=C2C=NNC2=CC=C1C)OCC(F)(F)F